2,2'-((ethane-1,1-diylbis(4-methyl-2,1-phenylene))bis(oxy))diacetic acid amide C(C)(C1=C(C=CC(=C1)C)OCC(=O)N)C1=C(C=CC(=C1)C)OCC(=O)N